OCCN1CC(C1)N(C(=O)OCC(COC(CCCCCCC\C=C/C\C=C/CCCCC)=O)OC(CCCCCCC\C=C/CCCCCCCC)=O)C.C(#N)C1=C(C=CC=C1)NC(C(=C)C)=O N-(2-cyanophenyl)methacrylamide 3-(((1-(2-Hydroxyethyl)azetidin-3-yl)(methyl)carbamoyl)oxy)-2-(oleoyloxy)-propyl-(9Z,12Z)-octadeca-9,12-dienoate